(R)-(+)-γ-valerolactone C[C@@H]1CCC(=O)O1